1-((bis(dimethylamino)methylene)amino)-5-(4-fluorophenyl)-4-oxo-1,4-dihydropyridine-3-carboxylic acid CN(C)C(N(C)C)=NN1C=C(C(C(=C1)C1=CC=C(C=C1)F)=O)C(=O)O